CC1=NN(C2=CC(=CC=C12)NC=1C=CC=C2CN(C(C12)=O)CC(=O)OCC)C1OCCCC1 ethyl 2-[7-[(3-methyl-1-tetrahydropyran-2-yl-indazol-6-yl)amino]-1-oxo-isoindolin-2-yl]acetate